N-(2,2-dimethyl-6-(4-(2-oxopyrrolidin-3-yl)piperazin-1-yl)-2,3-dihydrobenzofuran-5-yl)pyrazolo[1,5-a]pyrimidine-3-carboxamide CC1(OC2=C(C1)C=C(C(=C2)N2CCN(CC2)C2C(NCC2)=O)NC(=O)C=2C=NN1C2N=CC=C1)C